COC1=CC=C(C=N1)OC1CCN(CC1)C1=C(C=C2C(=N1)C(OC2=O)(C)C)C 2-(4-((6-methoxypyridin-3-yl)oxy)piperidin-1-yl)-3,7,7-trimethylfuro[3,4-b]pyridin-5(7H)-one